C1=CC=CC=2C3=CC=CC=C3C(C12)COC(=O)NC(CC(=O)OC)C(=O)N(CC(CC)C)CC(OCC)OCC methyl 3-((((9H-fluoren-9-yl) methoxy) carbonyl) amino)-4-((2,2-diethoxyethyl) (2-methylbutyl) amino)-4-oxobutanoate